1-Cyclopentyl-6-((4-((2-(dimethylamino)ethyl)amino)-2-methylphenyl)amino)-3-methyl-1,3-dihydro-2H-imidazo[4,5-c]pyridin-2-one C1(CCCC1)N1C(N(C=2C=NC(=CC21)NC2=C(C=C(C=C2)NCCN(C)C)C)C)=O